CNC1(COCC1)C(=O)O 3-(METHYLAMINO)OXOLANE-3-CARBOXYLIC ACID